6-benzyl-8-((R)-2-oxo-4-phenyloxazolidine-3-carbonyl)-2,6-diazaspiro[3.4]octane-2-carboxylate C(C1=CC=CC=C1)N1CC2(CN(C2)C(=O)[O-])C(C1)C(=O)N1C(OC[C@H]1C1=CC=CC=C1)=O